piperidine-3-carboxylic acid (2-methyl-2-pyridin-2-yl-propyl)-amide CC(CNC(=O)C1CNCCC1)(C)C1=NC=CC=C1